(S)-8-amino-7-(methylamino)-1,2,4a,5-tetrahydrobenzo[b]pyrazino[1,2-d][1,4]oxazine-3(4H)-carboxylic acid tert-butyl ester C(C)(C)(C)OC(=O)N1C[C@@H]2N(C3=C(OC2)C(=C(C=C3)N)NC)CC1